N-[(6-Amino-2-pyridyl)sulfonyl]-6-[6-[2-(2-ethoxyethoxy)ethoxy]-5-methyl-3-pyridyl]-2-[(4S)-2,2,4-trimethylpyrrolidin-1-yl]pyridin-3-carboxamid NC1=CC=CC(=N1)S(=O)(=O)NC(=O)C=1C(=NC(=CC1)C=1C=NC(=C(C1)C)OCCOCCOCC)N1C(C[C@@H](C1)C)(C)C